allyloxymethyl-3-ethyloxetan C(C=C)OCC1OCC1CC